4-((1R,2R)-2-hydroxycyclopentylamino)-2-((1r,4R)-4-(2,2,2-trifluoroethoxy)cyclohexylamino)pyrimidine-5-carboxamid O[C@H]1[C@@H](CCC1)NC1=NC(=NC=C1C(=O)N)NC1CCC(CC1)OCC(F)(F)F